NC=1C(=CC(=NC1C(C)C)CNC(OC(C)(C)C)=O)C tert-Butyl ((5-amino-6-isopropyl-4-methylpyridin-2-yl)methyl)carbamate